2-[4-(4-Pyridyl)-3-[4-(2-quinolylmethoxy)phenyl]pyrazol-1-yl]acetic acid N1=CC=C(C=C1)C=1C(=NN(C1)CC(=O)O)C1=CC=C(C=C1)OCC1=NC2=CC=CC=C2C=C1